O1COC2=C1C=CC(=C2)C=2N(C(C1=CC(=C(C=C1C2CCO)OC)OC)=O)CCCOCOC 3-(Benzo[D][1,3]dioxol-5-yl)-4-(2-hydroxyethyl)-6,7-dimethoxy-2-(3-(methoxymethoxy)propyl)isoquinolin-1(2H)-one